O=C1N(/C(/SC1=CC1=CC=NC2=CC=CC=C12)=N/C1=CC=C(C=C1)S(=O)(=O)N)C1=CC=CC=C1 4-(((2Z)-4-oxo-3-phenyl-5-(quinolin-4-ylmethylene)thiazolidin-2-ylidene)amino)benzenesulphonamide